3'-(bromobiphenyl-3-yl)-3,5-diphenyl-1,3,5-triazine BrC1=C(C=CC=C1C=1C=C(C=CC1)N1CN(CN=C1)C1=CC=CC=C1)C1=CC=CC=C1